BrC(C1=CC=CC=C1)P([O-])([O-])=O α-bromobenzylphosphonate